3-(2-(trifluoromethyl)phenyl)-1,5-dimethyl-pyrazol-4-ol FC(C1=C(C=CC=C1)C1=NN(C(=C1O)C)C)(F)F